5-(4-((3-nitrobenzyl)oxy)phenyl)-2-oxo-6-(trifluoromethyl)-1,2-dihydropyridin-3-carboxamide [N+](=O)([O-])C=1C=C(COC2=CC=C(C=C2)C=2C=C(C(NC2C(F)(F)F)=O)C(=O)N)C=CC1